tert-butyl((6-chloro-4-(methylthio)-2-oxo-1,2-dihydropyridin-3-yl) methyl) carbamate C(N)(OC(C=1C(NC(=CC1SC)Cl)=O)C(C)(C)C)=O